COC(=O)C=1C=C(C=C(C1)C(=O)OC)B(O)O 3,5-dimethoxycarbonyl-phenylboronic acid